O[C@H](C(C(=O)N)(C)C)[C@H]1N2C(C3=CC=CC=C13)=CN=C2 (R)-3-hydroxy-3-((S)-5H-imidazo[5,1-a]isoindol-5-yl)-2,2-dimethylpropionamide